CC=1C=CC(=C(OCC2=NNC(N2CC2=CC=CC=C2)SCC(=O)NC2=CC=C(C=C2)S(N)(=O)=O)C1)C(C)C 2-{[3-[[5-Methyl-2-(propane-2-yl)phenoxy]methyl]-4-benzyl-4,5-dihydro-1H-1,2,4-triazole-5-yl]sulfanyl}-N-(4-sulfamoylphenyl)acetamide